4-({2-[4-{5-chloro-2-[4-(trifluoromethyl)-1H-1,2,3-triazol-1-yl]phenyl}-5-methoxy-2-oxopyridin-1(2H)-yl]butyryl}amino)-2-fluorobenzamide ClC=1C=CC(=C(C1)C1=CC(N(C=C1OC)C(C(=O)NC1=CC(=C(C(=O)N)C=C1)F)CC)=O)N1N=NC(=C1)C(F)(F)F